(R)-6-chloro-7-(2-(((3-chloropyridin-2-yl)oxy)methyl)pyrrolidin-1-yl)-1-(1-(2-(dimethylamino)ethyl)-1H-pyrazol-4-yl)-4-oxo-1,4-dihydroquinoline-3-carboxylic acid ClC=1C=C2C(C(=CN(C2=CC1N1[C@H](CCC1)COC1=NC=CC=C1Cl)C=1C=NN(C1)CCN(C)C)C(=O)O)=O